C(C)(C)(C)C1CC=C(CC1)C1NCC(CC1)C 2-(4-tert-butylcyclohexen-1-yl)-5-methyl-piperidine